tert-butyl (S)-4-(cyclopropylmethyl)-1,2,3-oxathiazolidine-3-carboxylate 2,2-dioxide C1(CC1)C[C@@H]1N(S(OC1)(=O)=O)C(=O)OC(C)(C)C